C([C@@H]1[C@H]([C@@H]([C@H]([C@H](O1)OC2[C@@H]([C@H](C([C@H]([C@H]2O)O)O)O)O)N)O)O)O 1-O-(2-Amino-2-deoxy-alpha-D-glucopyranosyl)-1D-myo-inositol